The molecule is an N-acetyl-beta-D-glucosaminide in which the anomeric hydroxy hydrogen is replaced by a 1-naphthyl group. It has a role as a chromogenic compound. It is a member of naphthalenes and a N-acetyl-beta-D-glucosaminide. It derives from a 1-naphthol. CC(=O)N[C@@H]1[C@H]([C@@H]([C@H](O[C@H]1OC2=CC=CC3=CC=CC=C32)CO)O)O